N1(CCOCC1)C(CCCC)=O (morpholin-4-yl)-1-oxopentan